C(#N)C1=NC=CC(=C1)C1=NC(=C(C(=N1)NS(=O)(=O)C1=NC=C(C=C1)C)OC1=C(C=CC=C1)OC)OCCO 5-methyl-pyridine-2-sulfonic acid 2-(2-cyano-pyridin-4-yl)-6-(2-hydroxy-ethoxy)-5-(2-methoxy-phenoxy)-pyrimidin-4-yl amide